(R)-2-(2-fluoro-4-(pyrrolidin-2-yl)phenyl)-7-((3-(4-fluoropiperidin-1-yl)propyl)carbamoyl)benzo[d]imidazo[2,1-b]thiazole-3-carboxylic acid FC1=C(C=CC(=C1)[C@@H]1NCCC1)C=1N=C2SC3=C(N2C1C(=O)O)C=CC(=C3)C(NCCCN3CCC(CC3)F)=O